3α-hydroxy-5β-pregnan-11,20-dione O[C@H]1C[C@H]2CC[C@H]3[C@@H]4CC[C@H](C(C)=O)[C@]4(CC([C@@H]3[C@]2(CC1)C)=O)C